C(/C1=CC=CC=C1)=C/1\C(C2=CC(=CC=C2CC1)Br)=O (E)-2-benzylidene-7-bromo-3,4-dihydronaphthalen-1(2H)-one